4-{4-[2-(2,6-dioxopiperidin-3-yl)-1,3-dioxoisoindol-4-yl]piperazine-1-carbonyl}benzoic acid O=C1NC(CCC1N1C(C2=CC=CC(=C2C1=O)N1CCN(CC1)C(=O)C1=CC=C(C(=O)O)C=C1)=O)=O